tert-butyl 4-(4-fluoro-N-methylbenzamido)-3-methylpiperidine-1-carboxylate FC1=CC=C(C(=O)N(C)C2C(CN(CC2)C(=O)OC(C)(C)C)C)C=C1